FC=1C=C(C=CC1F)[C@H]1[C@@H](C1)NC=1C2=C(N=C(N1)C=1C=NC=NC1)SC(=C2)C N-((1R,2S)-2-(3,4-difluorophenyl)cyclopropyl)-6-methyl-2-(pyrimidin-5-yl)thieno[2,3-d]pyrimidin-4-amine